Cl.FC(C1=CC=C(C=N1)[C@@]1(CN2[C@H](CO1)CNCC2)O)(F)F (3R,9aS)-3-(6-(trifluoromethyl)pyridin-3-yl)octahydropyrazino[2,1-c][1,4]oxazin-3-ol hydrochloride